2-(2,5-dimethyl-1H-pyrrol-1-yl)-5-methyl-7-(4,4,5,5-tetramethyl-1,3,2-dioxaborolan-2-yl)-[1,2,4]triazolo[1,5-a]pyridine CC=1N(C(=CC1)C)C1=NN2C(C=C(C=C2C)B2OC(C(O2)(C)C)(C)C)=N1